N[C@H](CO)C1=CC=CC=C1 (S)-2-amino-2-phenylethanol